(6R,7S)-6,7-dicyclopropyl-2-((R)-3-methylmorpholino)-6,7-dihydropyrazolo[1,5-a]pyrazin-4(5H)-one C1(CC1)[C@H]1NC(C=2N([C@H]1C1CC1)N=C(C2)N2[C@@H](COCC2)C)=O